N(=[N+]=[N-])CCOCCOCCOCCOCCOCCNC(=O)[C@H](CCC(NC1=C(C(=C(C=C1C)C)Br)C)=O)NC(OC(C)(C)C)=O tert-butyl N-[(1S)-1-[(17-azido-3,6,9,12,15-pentaoxaheptadecan-1-yl)carbamoyl]-3-[(3-bromo-2,4,6-trimethylphenyl)carbamoyl]propyl]carbamate